4-(tert-butyl)piperidine-1-carboxamidine C(C)(C)(C)C1CCN(CC1)C(=N)N